C(CCCCCCC\C=C/C\C=C/C\C=C/CC)(=O)OCCCCCCCCCCCCC(=O)O 13-(((9Z,12Z,15Z)-octadeca-9,12,15-trienoyl)oxy)-tridecanoic acid